3-(4-((4-(6-((2-(1-(cyclopropylsulfonyl)-1H-pyrazol-4-yl)pyrimidin-4-yl)amino)-1-isopropyl-1H-pyrazolo[4,3-c]pyridin-3-yl)piperazin-1-yl)methyl)phenyl)piperidine-2,6-dione C1(CC1)S(=O)(=O)N1N=CC(=C1)C1=NC=CC(=N1)NC1=CC2=C(C=N1)C(=NN2C(C)C)N2CCN(CC2)CC2=CC=C(C=C2)C2C(NC(CC2)=O)=O